NC(CO)C(C=CCCCCCCCCCCCCC)O 2-amino-octadec-4-ene-1,3-diol